methyl 2-amino-4-methyl-5-(trifluoromethyl)benzoate NC1=C(C(=O)OC)C=C(C(=C1)C)C(F)(F)F